S(=O)(=O)(OC=1C(=NC=C(C1)\C=C\C1=C(C=CC=C1)F)C(C)C)O (E)-5-(2-fluorostyryl)-2-isopropylpyridin-3-yl hydrogen sulfate